C[NH+](C)CCO N-dimethylethanolamine